C(C=CCCCCCCC)(=O)OCC(OC(C=CCCCCCCC)=O)CO glycerol bisdecenoate